C(C)(C)NC1=NC(=NC(=N1)NC1=CC=CC=C1)C1=NC=CC=C1 Isopropyl-N'-phenyl-6-pyridin-2-yl-[1,3,5]triazine-2,4-diamine